2,2,4,4,5,6,6-heptamethyl-1,3-dioxa-5-aza-2,4,6-trisilacyclohexane C[Si]1(O[Si](N([Si](O1)(C)C)C)(C)C)C